FC(C1=CC=C(C=C1)N1N=C(C=2C1=CN=CC2)CNC(OC(C)(C)C)=O)(F)F tert-butyl ((1-(4-(trifluoromethyl)phenyl)-1H-pyrazolo[3,4-c]pyridin-3-yl)methyl)carbamate